N1=C2C(=CC(=C1)C=1C=C3C(=CN(C3=CC1)CC(=O)N1[C@@H]3CC[C@H]([C@H]1C(NC1=NC(=CC=C1)C)=O)C3)C(=O)N)CCC2 5-(6,7-dihydro-5H-cyclopenta[b]pyridin-3-yl)-1-(2-((1R,3S,4S)-3-((6-methylpyridin-2-yl)carbamoyl)-2-azabicyclo[2.2.1]heptan-2-yl)-2-oxoethyl)-1H-indole-3-carboxamide